CNC(C=CC=O)([2H])[2H] 4-(methylamino)but-2-en-1-one-4,4-d2